1-methyl-10H-indolo[1,2-a]indol-10-one CC1=C2C=C3N(C2=CC=C1)C=1C=CC=CC1C3=O